OC1=C(C(=CC(=C1C)C)C)C=1C(=CC=CC1)C#N (S)-2'-hydroxy-3',4',6'-trimethyl-[1,1'-biphenyl]-2-carbonitrile